OC(C(=O)[O-])CC.[Sn+4].OC(C(=O)[O-])CC.OC(C(=O)[O-])CC.OC(C(=O)[O-])CC tin hydroxybutaneate